BrC#CCC(C1=C(C=CC(=C1)F)F)N1C(C2=C(C=C(C=C2C1)C#C[Si](C(C)C)(C(C)C)C(C)C)F)=O 2-(4-bromo-1-(2,5-difluorophenyl)but-3-yn-1-yl)-7-fluoro-5-((triisopropylsilyl)ethynyl)isoindolin-1-one